(2s,5r)-5-(o-tolyl)pyrrolidine-2-carboxylic acid methyl ester COC(=O)[C@H]1N[C@H](CC1)C1=C(C=CC=C1)C